2-[(2S)-4-[2-[[(2S)-4,4-difluoro-1-methyl-pyrrolidin-2-yl]methoxy]-7-(5,6-dimethyl-1H-indazol-4-yl)-6,8-dihydro-5H-pyrido[3,4-d]pyrimidin-4-yl]piperazin-2-yl]acetonitrile FC1(C[C@H](N(C1)C)COC=1N=C(C2=C(N1)CN(CC2)C2=C1C=NNC1=CC(=C2C)C)N2C[C@@H](NCC2)CC#N)F